8-phenoxycarbonyltetracyclo[4.4.0.12,5.17,10]-3-dodecene O(C1=CC=CC=C1)C(=O)C1C2C3C4C=CC(C3C(C1)C2)C4